[O-]S(=O)(=O)C(F)(F)F.[NH4+].[NH+]1=CC=CC=C1.[O-]S(=O)(=O)C(F)(F)F pyridinium ammonium triflate